BrN1C(N(C(C1(C)C)=O)Br)=O 1,3-dibromo-5,5-dimethyl-imidazolidin-2,4-dione